BrC(C=1C=C(C=CC1)C[C@H](C(=O)OC(C)(C)C)[C@@H]1CN(CC1)C(=O)OC(C)(C)C)([2H])[2H] tert-butyl (R)-3-((S)-3-(3-(bromomethyl-d2)phenyl)-1-(tert-butoxy)-1-oxopropane-2-yl)pyrrolidine-1-carboxylate